1-deoxy-L-tagatose CC(=O)[C@H](O)[C@H](O)[C@@H](O)CO